lead antimony manganese-lead [Pb].[Mn].[Sb].[Pb]